CC1=NC(=CC=C1N1C2=C(SC=3N=CC=C(NC1=O)C32)C(=O)N)OC3=CC=CC=C3 (2-methyl-6-phenoxypyridin-3-yl)-4-oxo-4,5-dihydro-3H-1-thia-3,5,8-triazaacenaphthylene-2-carboxamide